1-(7-methyl-6-quinolyl)ethanone CC1=C(C=C2C=CC=NC2=C1)C(C)=O